S(=O)(O)S(=O)O.C1(=CC=CC=C1)CCC/C(/C(=O)O)=C\C1=C(C=CC(=C1)OC)OC.C(C#CCCCCCC)(O)O nonynediol 3-Phenylpropyl-(E)-3-(2,5-dimethoxyphenyl)acrylate hydrosulfit